N=1C=CN2C1OCCC2 6,7-dihydroimidazo[2,1-b][1,3]oxazine